BrC1=CC(=CC2=C1CCCCC2)F bromo-3-fluoro-6,7,8,9-tetrahydro-5H-benzo[7]annulen